CC1=C(C=2N(C(=N1)N1CCC3(CCC[C@H]3N)CC1)C=CN2)C2=CC=CC=C2 (R)-8-(7-methyl-8-phenylimidazo[1,2-c]pyrimidin-5-yl)-8-azaspiro[4.5]decan-1-amine